(1s,4s)-4-(8-(5-chloro-2,4-difluorophenylamino)-2-(tetrahydro-2H-pyran-4-ylamino)-9H-purin-9-yl)cyclohexanecarboxamide ClC=1C(=CC(=C(C1)NC=1N(C2=NC(=NC=C2N1)NC1CCOCC1)C1CCC(CC1)C(=O)N)F)F